Caryophyllen Acetate CC(=O)O[C@]12CCC[C@](C1)(CC[C@@H]3[C@@H]2CC3(C)C)C